C1(CCCC1)OCC1=C2C(=NC(=C1)C(=O)N)C(CC2)(C)C 4-((cyclopentyloxy)methyl)-7,7-dimethyl-6,7-dihydro-5H-cyclopenta[b]pyridine-2-carboxamide